methyl ethoxyethylene carbonate C(O)(O)=O.CC(=C)OCC